5-(3-(2,4-difluoro-3-(propylsulfonamido)benzoyl)-1H-pyrazolo[3,4-b]pyridin-5-yl)picolinic acid FC1=C(C(=O)C2=NNC3=NC=C(C=C32)C=3C=CC(=NC3)C(=O)O)C=CC(=C1NS(=O)(=O)CCC)F